CC1=C(CO)C(=CC(=C1)C)C 2,4,6-trimethyl-benzylalcohol